O=C1N(CC2=CC(=CC=C12)C1CCN(CC1)CC1=NC=CC=C1)C1C(NC(CC1)=O)=O 3-(1-oxo-5-(1-(pyridin-2-ylmethyl)piperidin-4-yl)isoindolin-2-yl)piperidine-2,6-dione